6-((9H-fluorene-9-yl)amino)hexanoic acid C1=CC=CC=2C3=CC=CC=C3C(C12)NCCCCCC(=O)O